CN(C/C=C/C(=O)N1CC=2N(CC1)N=C(C2C2=C1C(=NC=C2)NC=C1C)C1=CC(=CC=C1)C(F)(F)F)C (E)-4-(dimethylamino)-1-(3-(3-methyl-1H-pyrrolo[2,3-b]pyridin-4-yl)-2-(3-(trifluoromethyl)phenyl)-6,7-dihydropyrazolo[1,5-a]pyrazin-5(4H)-yl)but-2-en-1-one